2-(4-methylpiperazin-1-yl)oxazole-4-carboxamide CN1CCN(CC1)C=1OC=C(N1)C(=O)N